3,6,6-Trimethyl-2-norpinanol CC1C(C2C(C(C1)C2)(C)C)O